ClC1=C(C=C(C=C1)C=1C=NN(C1)CC=1C=NNC1C)OC(F)F 4-[4-Chloro-3-(difluoromethoxy)phenyl]-1-[(5-methyl-1H-pyrazol-4-yl)methyl]pyrazole